(1R,3S,5R)-2-(2-(3-acetyl-7-methyl-5-(2-methylpyrimidin-5-yl)-1H-indazol-1-yl)acetyl)-5-methyl-N-octyl-2-azabicyclo[3.1.0]hexane-3-carboxamide C(C)(=O)C1=NN(C2=C(C=C(C=C12)C=1C=NC(=NC1)C)C)CC(=O)N1[C@@H]2C[C@@]2(C[C@H]1C(=O)NCCCCCCCC)C